N-(5-((6-((R)-3-(3,4-difluorophenyl)isoxazolidine-2-yl)pyrimidine-4-yl)amino)-4-methoxy-2-(3-methyl-3,6-diazabicyclo[3.1.1]hept-ane-6-yl)phenyl)acrylamide FC=1C=C(C=CC1F)[C@@H]1N(OCC1)C1=CC(=NC=N1)NC=1C(=CC(=C(C1)NC(C=C)=O)N1C2CN(CC1C2)C)OC